3,6-dihydro-1(2H)-pyridinecarboxylate N1(CCC=CC1)C(=O)[O-]